C1(CCCCC1)C(=O)C=1C(=C(C(=O)N)C=CC1C(=O)N)C(=O)C1CCCCC1 bis(cyclohexylformyl)terephthalamide